C(C)NC(=O)C=1N=C(OC1C1=CC(=CC=C1)OC)C1=CC=C(C=C1)C(F)(F)F ethyl-5-(3-methoxyphenyl)-2-(4-(trifluoromethyl)phenyl)oxazole-4-carboxamide